FC(OCC[C@@H]1N(S(OC1)(=O)=O)C(=O)OC(C)(C)C)(F)F tert-butyl (S)-4-(2-(trifluoromethoxy)ethyl)-1,2,3-oxathiazolidine-3-carboxylate 2,2-dioxide